C(C)(C)(C)OC(=O)NC(NOCCNC=1C(=CN(C(C1)=O)C1CCOCC1)C(=O)OC)=NC(OC(C)(C)C)=O methyl 4-((5-((tert-butoxycarbonyl)amino)-9,9-dimethyl-7-oxo-3,8-dioxa-4,6-diazadec-5-en-1-yl)amino)-6-oxo-1-(tetrahydro-2H-pyran-4-yl)-1,6-dihydropyridine-3-carboxylate